3,3'-thiodipropionitrile S(CCC#N)CCC#N